ClC1=CC=C(C(=N1)C(=O)O)NC(C)C1=CC(=CC=2C=3N(C(=NC12)N1CCC(CC1)(F)F)C=C(N3)C#N)C 6-chloro-3-((1-(2-cyano-5-(4,4-difluoropiperidin-1-yl)-9-methylimidazo[1,2-c]quinazolin-7-yl)ethyl)amino)picolinic acid